N-(((2S,5R)-6-(phenylmethyloxy)-7-oxo-1,6-diazabicyclo[3.2.1]oct-2-yl)(imino)methyl)-2-(4-methylpiperazin-1-yl)acetamide C1(=CC=CC=C1)CON1[C@@H]2CC[C@H](N(C1=O)C2)C(NC(CN2CCN(CC2)C)=O)=N